C1(CCCCC1)CNCC=1C=CC=2N(C1)C=C(N2)CN2C(C1=CN=CC=C1C=C2)=O 2-((6-(((cyclohexylmethyl)amino)methyl)imidazo[1,2-a]pyridin-2-yl)methyl)-2,7-naphthyridin-1(2H)-one